tert-butyl N-[(3R)-5-[(4-chlorophenyl)methyl]-1,1,4-trioxo-7-(2H-tetrazol-5-yl)-2,3-dihydro-1λ6,5-benzothiazepin-3-yl]carbamate ClC1=CC=C(C=C1)CN1C([C@H](CS(C2=C1C=C(C=C2)C=2N=NNN2)(=O)=O)NC(OC(C)(C)C)=O)=O